BrC=1C=C(C=CC1)CC[C@@H]1N=C([C@H](N=C1OC)C(C)C)OC (2s,5r)-2-(3-bromophenyl-ethyl)-5-isopropyl-3,6-dimethoxy-2,5-dihydropyrazine